Bis(methoxymethyl)methoxysilane COC[SiH](OC)COC